C(C)(C)(C)OC(=O)N1C(CC(C1)(C)O)C(=O)O 1-[(tert-butoxy)carbonyl]-4-hydroxy-4-methylpyrrolidine-2-carboxylic acid